NC1=NC(=CC(=C1)C=1C=C(C=CC1OC1=C(C=C(C=C1)F)F)NS(=O)(=O)CC)C N-(3-(2-amino-6-methylpyridin-4-yl)-4-(2,4-difluorophenoxy)phenyl)ethanesulfonamide